Cl.ClC=1C=C(C#N)C=CC1S(=O)(=O)N1C[C@]2([C@H](C1)S(=O)(=O)C1=NC=C(C=C1)Cl)OCCNC2 3-chloro-4-(((4S,5R)-4-((5-chloropyridin-2-yl)sulfonyl)-6-oxa-2,9-diazaspiro[4.5]Decan-2-yl)sulfonyl)benzonitrile hydrochloride